(2-amino-1,3-thiazol-5-yl)cyclohexan-1-ol NC=1SC(=CN1)C1(CCCCC1)O